4-(2-(((R)-2,2-difluoro-1-(((S)-3-fluoropyrrolidin-1-yl)methyl)cyclopropyl)methoxy)-8-fluoro-5-((S)-2-methylazetidin-1-yl)pyrido[4,3-d]pyrimidin-7-yl)-5-ethynyl-6-fluoronaphthalen-2-ol FC1([C@](C1)(CN1C[C@H](CC1)F)COC=1N=CC2=C(N1)C(=C(N=C2N2[C@H](CC2)C)C2=CC(=CC1=CC=C(C(=C21)C#C)F)O)F)F